2,3-dihydrochromen-4-one O1CCC(C2=CC=CC=C12)=O